C(CC)(=O)C1=C(C=CC=C1)NC(C1=CC=CC=C1)=O N-(2-propionylphenyl)benzamide